(1R,8S,9s)-Bicyclo[6.1.0]non-4-yn [C@@H]12CCC#CCC[C@H]2C1